Aza-threonine NN([C@H](O)C)C(=O)O